FC1=C2C=CC=C(C2=CC=C1F)N 5,6-Difluoronaphthalen-1-amine